ethyl (E)-3-[4-(6-hydroxyhexoxy)-1-naphthyl]prop-2-enoate OCCCCCCOC1=CC=C(C2=CC=CC=C12)/C=C/C(=O)OCC